m-aminobenzylamine NC=1C=C(CN)C=CC1